propyl-propane-2-sulfinamide C(CC)CC(C)S(=O)N